levotartaric acid C([C@@H](O)[C@H](O)C(=O)O)(=O)O